C/C(/C(=O)N)=C\C=1SC(=CC1)C=1C=NC(=CC1)C#N (E)-2-methyl-3-(5-(6-cyanopyridin-3-yl)thiophen-2-yl)acrylamide